Methyl 4-((2S,6R)-4-benzyl-6-methylmorpholin-2-yl)-3-methylbenzoate C(C1=CC=CC=C1)N1C[C@@H](O[C@@H](C1)C)C1=C(C=C(C(=O)OC)C=C1)C